ClC1=C(C(=CC=C1Cl)OC)[C@H]1C[C@@H]2N(C(CN(C2)C(N)=S)=O)C1 (7R,8aS)-7-(2,3-dichloro-6-methoxyphenyl)-4-oxo-hexahydropyrrolo[1,2-a]pyrazine-2-carbothioamide